1-(4-((4-((2'-chloro-4'-fluoro-4-methoxy-[1,1'-biphenyl]-3-yl)amino)-7-methoxyquinazoline-6-yl)oxy)piperidin-1-yl)prop-2-en-1-one ClC1=C(C=CC(=C1)F)C1=CC(=C(C=C1)OC)NC1=NC=NC2=CC(=C(C=C12)OC1CCN(CC1)C(C=C)=O)OC